C(C)(C)(C)OC(NC1=C(C(=CC=C1)OC1=C(C(=NC=C1)N)[N+](=O)[O-])F)=O N-[3-[(2-amino-3-nitro-4-pyridyl)oxy]-2-fluoro-phenyl]carbamic acid tert-butyl ester